BrC1=CNC2=C(N=CC=C12)C=O 3-BROMO-6-AZAINDOLE-7-CARBOXALDEHYDE